ClC=1C=C2CC(C(C2=CC1)O)(C)C 5-chloro-2,2-dimethyl-2,3-dihydro-1-indenol